5-(5-Iodo-2-isopropyl-4-methoxy-benzyl)-pyrimidine-2,4-diamine IC=1C(=CC(=C(CC=2C(=NC(=NC2)N)N)C1)C(C)C)OC